6-chloro-2-(5-(1-fluoro-2-methoxyethyl)-1-(4-methoxybenzyl)-1H-1,2,4-triazol-3-yl)-5-methoxy-1-methyl-1H-pyrrolo[3,2-b]pyridine ClC=1C=C2C(=NC1OC)C=C(N2C)C2=NN(C(=N2)C(COC)F)CC2=CC=C(C=C2)OC